C1(=CC=CC=C1)C(C1=CC=CC=C1)=NC1=CC2=CN(N=C2C=C1F)C1CCC(CC1)CO ((1r,4r)-4-(5-((diphenylmethylene)amino)-6-fluoro-2H-indazol-2-yl)cyclohexyl)methanol